2-(ethylsulfonyl)-3-(5-(2,2,3,3,3-pentafluoropropoxy)pyridin-2-yl)-N-(2,2,2-trifluoroethyl)pyrazolo[1,5-a]pyrimidin-7-amine C(C)S(=O)(=O)C1=NN2C(N=CC=C2NCC(F)(F)F)=C1C1=NC=C(C=C1)OCC(C(F)(F)F)(F)F